phenothiazine-3-carbaldehyde C1=CC(=CC=2SC3=CC=CC=C3NC12)C=O